C(CCCCCCCCCCCCCCC)N1C(=C(C(C2=C(C=C(C=C12)OCC=C)OCC=C)=O)OCC=C)C1=CC(=C(C=C1)OCC=C)OC N-hexadecyl-2-(3-methoxy-4-(2-propen-1-yloxy)-phenyl)-3,5,7-tris-(2-propen-1-yloxy)-quinolin-4-one